F[C@@H]\1[C@@]2(CCC[C@](C/C1=C\C=1N=NC(=CN1)C=1C(=CC(=NC1)N1C=NC=C1)O)(N2)C)C 5-(3-((E)-((1S,2S,5R)-2-fluoro-1,5-dimethyl-9-azabicyclo[3.3.1]nonan-3-ylidene)methyl)-1,2,4-triazin-6-yl)-2-(1H-imidazol-1-yl)pyridin-4-ol